normal butyl glycidyl ether C(C1CO1)OCCCC